COC1=C(C(=O)[O-])C=CC=N1 2-methoxynicotinate